3-diethylamino-6-methyl-7-n-octylanilinofluoran C(C)N(C(CC)CCC(C(C)N(C1=CC=CC=C1)F)C)CC